Cl.FC=1C=C(C=CC1)[C@H](CNC(CC1CCC(CC1)O)(C)C)O (1S,4s)-4-(2-(((R)-2-(3-fluorophenyl)-2-hydroxyethyl)amino)-2-methyl-propyl)cyclohexan-1-ol hydrochloride